tert-butyl (8-(4-(trifluoromethyl)phenyl)imidazo[1,2-a]pyrazin-6-yl)glycinate FC(C1=CC=C(C=C1)C=1C=2N(C=C(N1)NCC(=O)OC(C)(C)C)C=CN2)(F)F